C1=C[C@@](OC1=O)(CC(=O)O)Cl The molecule is an optically active form of (2-chloro-5-oxo-2,5-dihydro-2-furyl)acetic acid having R-configuration. It has a role as a bacterial metabolite. It is a conjugate acid of a (R)-(2-chloro-5-oxo-2,5-dihydro-2-furyl)acetate.